BrC1=C(C=C(C=C1)C(C)(C)NC(OC(C)(C)C)=O)F tert-butyl (2-(4-bromo-3-fluorophenyl)propan-2-yl)carbamate